[Si](C1=CC=CC=C1)(C1=CC=CC=C1)(C(C)(C)C)C[C@]1(C2(CC(C1)C2)C(=O)C2=CC1=CC=CC=C1C=C2)C2=CC1=CC=CC=C1C=C2 |r| (rac)-((1R,2S,4S)-2-((tert-butyldiphenylsilyl)methyl)-2-(naphthalen-2-yl)bicyclo[2.1.1]hexan-1-yl)(naphthalen-2-yl)methanone